O=C1NC(CCC1N1C(C2=CC=C(C=C2C1=O)N(C)[C@H]1[C@H](CCC1)N1CC(C1)OCC)=O)=O 2-(2,6-dioxopiperidin-3-yl)-5-(((1R,2S)-2-(3-ethoxyazetidin-1-yl)cyclopentyl)(methyl)amino)isoindoline-1,3-dione